(2S)-methyl 2-((tert-butoxycarbonyl)amino)-4-(3-cyclopropylpropylsulfonimidoyl)butanoate C(C)(C)(C)OC(=O)N[C@H](C(=O)OC)CCS(=O)(=N)CCCC1CC1